O[C@@H](C(=O)[O-])CCC(=O)[O-] |r| 2(R/S)-hydroxyglutarate